C(C)(=O)C1C2CC(C(C1)C2)N=C=S exo-2-acetyl-5-isothiocyanatonorbornane